tert-butyl-4-bromo-7-(4-(tert-butoxycarbonyl)piperazin-1-yl)-1H-indole C(C)(C)(C)N1C=CC2=C(C=CC(=C12)N1CCN(CC1)C(=O)OC(C)(C)C)Br